dimethylbiphenylyllithium CC1=C(C(=C(C=C1)C1=CC=CC=C1)[Li])C